COCC1C(NCC(N1)(C)C)=O 3-(methoxymethyl)-5,5-dimethylpiperazin-2-one